5-fluoro-2,3-dihydrobenzo[d]isothiazole-3-carboxylic acid methyl ester 1,1-dioxide COC(=O)C1NS(C2=C1C=C(C=C2)F)(=O)=O